N-((2-methylthiazol-5-yl)methyl)ethylamine hydrochloride Cl.CC=1SC(=CN1)CNCC